FC1=CC2=C(N=C(S2)C(=O)NN)C=C1 6-fluorobenzo[d]thiazole-2-carbohydrazide